2-(5-(3-methoxyphenyl)pyridin-3-yl)acetic acid methyl ester COC(CC=1C=NC=C(C1)C1=CC(=CC=C1)OC)=O